BrC1=CC=C2C(CCOC2=C1)=CC#N 2-(7-Bromochroman-4-ylidene)acetonitrile